N-(1-(3-Aminophenyl)-2-(benzylamino)-2-oxoethyl)-N-benzylpropiolamide NC=1C=C(C=CC1)C(C(=O)NCC1=CC=CC=C1)N(C(C#C)=O)CC1=CC=CC=C1